acetyl-trans-resveratrol CC(=O)OC1=CC=C(C=C1)/C=C/C2=CC(=CC(=C2)OC(=O)C)OC(=O)C